2-methyl-3-(6-(trifluoromethyl)pyridin-3-yl)propan-1-ol CC(CO)CC=1C=NC(=CC1)C(F)(F)F